9,9-bis(2'-hydroxyethyl)-2,7-bis[3-(naphthalen-2-yl)phenyl]-9H-fluorene OCCC1(C2=CC(=CC=C2C=2C=CC(=CC12)C1=CC(=CC=C1)C1=CC2=CC=CC=C2C=C1)C1=CC(=CC=C1)C1=CC2=CC=CC=C2C=C1)CCO